COC=1C=C(C=CC1C=1C=NNC1)N1C(C2(CC1)CC1=CC=CC=C1C2)=O (3-methoxy-4-(1H-pyrazol-4-yl)phenyl)-1,3-dihydrospiro[indene-2,3'-pyrrolidine]-2'-one